1-(4-(N-benzylbenzenesulfonylamino)-2-cyanophenyl)-N,N-dimethylpiperidine-4-sulfonamide C(C1=CC=CC=C1)N(C1=CC(=C(C=C1)N1CCC(CC1)S(=O)(=O)N(C)C)C#N)S(=O)(=O)C1=CC=CC=C1